(1S,5R,6R)-3-azabicyclo[3.2.1]octane-6-carboxylic acid [C@@H]12CNC[C@@H]([C@@H](C1)C(=O)O)C2